C(C(C)C)N1[C@H](CN(CC1)CC1=CC=2N(C=C1)N=CC2N2C(NC(CC2)=O)=O)C (S)-1-(5-((4-isobutyl-3-methylpiperazin-1-yl)methyl)pyrazolo[1,5-a]pyridin-3-yl)dihydropyrimidine-2,4(1H,3H)-dione